C1CN(CCN1CC(COC2=CC=C(C=C2)/C=C/C(=O)C3=CC=CC=C3)O)C4=CC=CC=C4 4'-(2-Hydroxy-3-(4-phenylpiperazinyl)propoxy)chalcone